8-bromo-5-chloro-3-isobutyryl-2-(((5-methylisoxazol-3-yl)methyl)sulfinyl)quinolin-4(1H)-one BrC=1C=CC(=C2C(C(=C(NC12)S(=O)CC1=NOC(=C1)C)C(C(C)C)=O)=O)Cl